N1=CC(=CC=C1)C1OC(=C(C1=O)OS(=O)(=O)C1=CC=CC=C1)N 2-(3-pyridinyl)-4-[[phenylsulfonyl]oxy]-5-amino-3(2H)-furanone